propenyl-histidine C(=CC)N[C@@H](CC1=CNC=N1)C(=O)O